NC1=NC(=CC(=N1)N1CCC2(C[C@H](NC2)C(=O)OCC)CC1)O[C@@H](C(F)(F)F)C1=C(C=C(C=C1)Cl)C1=CC(=CC=C1)C(=O)N1CCCC1 (S)-ethyl 8-(2-amino-6-((R)-1-(5-chloro-3'-(pyrrolidine-1-carbonyl)-[1,1'-biphenyl]-2-yl)-2,2,2-trifluoroethoxy)pyrimidin-4-yl)-2,8-diazaspiro[4.5]decane-3-carboxylate